C(C)C=1C(NC=2C=C(C=NC2C1)CN1CCN(CC1)C1=C(C=C(C(=O)NC)C=C1F)F)=O 4-(4-((7-ethyl-6-oxo-5,6-dihydro-1,5-naphthyridin-3-yl)methyl)piperazin-1-yl)-3,5-difluoro-N-methylbenzamide